F[C@H]1CN(CC[C@H]1NC1=CC=CN2C(=C(C=C12)C1=NOC(=N1)CNC(=O)C1(CC1)C(F)(F)F)SC(F)(F)F)C N-{[3-(8-{[(3S,4R)-3-fluoro-1-methylpiperidin-4-yl]amino}-3-[(trifluoromethyl)sulfanyl]indolizin-2-yl)-1,2,4-oxadiazol-5-yl]methyl}-1-(trifluoromethyl)cyclopropane-1-carboxamide